Undeca-7-en CCCCCCC=CCCC